ClC=1C(=NC(=NC1)N1C[C@H](N(CC1)C(=O)OC(C)(C)C)C)N1CC(C1)C(NC(C)(C)C1=CN=C2N1C=CC=C2)=O tertbutyl (2R)-4-(5-chloro-4-{3-[(2-{imidazo[1,2-a]pyridin-3-yl}propan-2-yl)carbamoyl]azetidin-1-yl}pyrimidin-2-yl)-2-methylpiperazine-1-carboxylate